1,3,5-tris(oxiranylmethyl)-1,3,5-triazine-2,4,6(1H,3H,5H)-trione O1C(C1)CN1C(N(C(N(C1=O)CC1OC1)=O)CC1OC1)=O